methyl 2-(2-chlorophenyl)-2-fluoro-acetate ClC1=C(C=CC=C1)C(C(=O)OC)F